O[C@@]1(CC[C@@]2([C@H]3CC[C@@]4([C@H](CC[C@H]4[C@@H]3CC[C@@H]2C1)C(CN1C(=NC(=C1[2H])[2H])[2H])=O)C)C)COC 1-((3R,5R,8R,9S,10S,13S,14S,17S)-3-hydroxy-3-(methoxymethyl)-10,13-dimethylhexadecahydro-1H-cyclopenta[a]phenanthren-17-yl)-2-(1H-imidazol-1-yl-d3)ethan-1-one